BrC=1C=C2C[C@H](CC2=CC1)NC1=NC=C(C=N1)C(=O)N1CCC12COC2 (S)-(2-((5-bromo-2,3-dihydro-1H-inden-2-yl)amino)pyrimidin-5-yl)(6-oxa-1-azaspiro[3.3]hept-1-yl)methanone